F.C(C)N(CC)CC triethylamine hydrofluoric acid salt